CC=1N=C(SC1)C1(C2CCN(CC12)C1=CN=C2C(=N1)NN=C2C=2C(=NC=CC2)C(F)(F)F)CN [7-(4-methyl-1,3-thiazol-2-yl)-3-[3-[2-(trifluoromethyl)pyridin-3-yl]-1H-pyrazolo[3,4-b]pyrazin-6-yl]-3-azabicyclo[4.1.0]heptan-7-yl]methanamine